3-[7-[6-amino-3-(trifluoromethyl)pyridin-2-yl]-6-chloroquinazolin-4-yl]azetidine-1-carboxylic acid tert-butyl ester C(C)(C)(C)OC(=O)N1CC(C1)C1=NC=NC2=CC(=C(C=C12)Cl)C1=NC(=CC=C1C(F)(F)F)N